ClC1=CC=C(C=C1)S.[Na].[Na] disodium (4-chlorobenzenethiol)